3-(5-chloro-2-methoxyphenyl)-5-(trans-2-phenylcyclopropyl)-1,2,4-oxadiazole ClC=1C=CC(=C(C1)C1=NOC(=N1)[C@H]1[C@@H](C1)C1=CC=CC=C1)OC